N1N=C(C2=C1C=1C=CC=CC1OC2)C(=O)N 1,4-dihydrochromeno[4,3-c]pyrazole-3-carboxamide